3-(1-methyl-6-(3-((tetrahydro-2H-pyran-2-yl)oxy)propyl)-1H-indazol-3-yl)piperidine-2,6-dione CN1N=C(C2=CC=C(C=C12)CCCOC1OCCCC1)C1C(NC(CC1)=O)=O